ClC=1C=CC=C2C=CC=C(C12)N1CC=2N=C(N=C(C2CC1)N1C[C@H]2C[C@H]([C@@H](C1)N2)CCN)OC[C@H]2N(CCC2)C 2-((1R,5S,6R)-3-(7-(8-chloronaphthalen-1-yl)-2-(((S)-1-methylpyrrolidin-2-yl)methoxy)-5,6,7,8-tetrahydropyrido[3,4-d]pyrimidin-4-yl)-3,8-diazabicyclo[3.2.1]octan-6-yl)ethan-1-amine